C1C(OC2=CC(=CC(=C2C1=O)O)O)C3=CC=C(C=C3)O The molecule is a trihydroxyflavanone that is flavanone substituted by hydroxy groups at positions 5, 6 and 4'. It is a trihydroxyflavanone and a member of 4'-hydroxyflavanones.